4-amino-1-(cyanomethyl)-1H-pyrazole-5-carbonitrile NC=1C=NN(C1C#N)CC#N